methylmethacrylamide (methyl methacrylate) CC=C(C(=O)O)C.CC=C(C(=O)N)C